FC1=C(C=CC(=C1)C(C(=O)O)C)C1=CC=CC=C1 2-(2-Fluoro-[1,1'-biphenyl]-4-yl)propionic acid